N-(4-bromo-2-carbamoyl-6-methyl-phenyl)-2-(2,2-difluoroethyl)-5-[[5-(trifluoromethyl)tetrazol-2-yl]methyl]pyrazole-3-carboxamide BrC1=CC(=C(C(=C1)C)NC(=O)C=1N(N=C(C1)CN1N=C(N=N1)C(F)(F)F)CC(F)F)C(N)=O